12-phosphonododecylphosphonic acid P(=O)(O)(O)CCCCCCCCCCCCP(O)(O)=O